indazole-6-sulfonyl chloride N1N=CC2=CC=C(C=C12)S(=O)(=O)Cl